CARBOXYMETHYL-CYSTEIN C(=O)(O)CN[C@@H](CS)C(=O)O